N-(5-((6,7-dimethoxyquinolin-4-yl)oxy)pyridin-2-yl)sulfamide COC=1C=C2C(=CC=NC2=CC1OC)OC=1C=CC(=NC1)NS(=O)(=O)N